(3-fluorophenyl)-((5-(4-(trifluoromethyl)phenyl)thiophen-2-yl)methyl)quinoxaline-2-carboxamide FC=1C=C(C=CC1)C1=C2N=C(C(=NC2=CC=C1)C(=O)N)CC=1SC(=CC1)C1=CC=C(C=C1)C(F)(F)F